FC1=C(C=O)C(=CC=C1)N1CC(C1)F 2-fluoro-6-(3-fluoroazetidin-1-yl)benzaldehyde